4-[(3-chloro-4-fluoro-phenyl)amino]-7-[4-((S)-6-methyl-2-oxo-morpholin-4-yl)-butoxy]-6-[(vinylcarbonyl)amino]-quinazoline ClC=1C=C(C=CC1F)NC1=NC=NC2=CC(=C(C=C12)NC(=O)C=C)OCCCCN1CC(O[C@H](C1)C)=O